N-(2-(7-oxo-1,7-dihydropyrano[3,4-b]pyrrol-3-yl)phenyl)-4-(2-(piperidin-1-yl)ethoxy)benzamide O=C1OC=CC2=C1NC=C2C2=C(C=CC=C2)NC(C2=CC=C(C=C2)OCCN2CCCCC2)=O